morpholine, potassium salt [K].N1CCOCC1